4-(3-Hydroxyphenyl)-7-methyl-8-(trifluoromethyl)-1H-benzo[b][1,4]diazepin-2(3H)-one OC=1C=C(C=CC1)C1=NC2=C(NC(C1)=O)C=C(C(=C2)C)C(F)(F)F